Methyl 4-methoxypyrazolo[1,5-a]pyridine-5-carboxylate COC=1C=2N(C=CC1C(=O)OC)N=CC2